5-methyl-2-(1H-pyrazol-4-yl)piperidine CC1CCC(NC1)C=1C=NNC1